C(C)(C)(C)OC(=O)N1C[C@H]2C([C@H]2C1)C(CC)O (1R,5S,6r)-6-[1-hydroxypropyl]-3-azabicyclo[3.1.0]Hexane-3-carboxylic acid tert-butyl ester